acryloyloxyisobutyltriisopropoxysilane C(C=C)(=O)OC(C)(C)O[Si](OC(C)C)(OC(C)C)CC(C)C